BrCC1=C(C=C(C=C1)Cl)S(=O)(=O)C 1-(bromomethyl)-4-chloro-2-(methylsulfonyl)benzene